BrC1=CN(C2=NC(=CC=C21)F)S(=O)(=O)C2=CC=C(C)C=C2 3-bromo-6-fluoro-1-p-toluenesulfonyl-1H-pyrrolo[2,3-b]Pyridine